tert-Butyl 4-((2S,3R,4R)-1-acetyl-4-((4-carbamoylphenyl)amino)-2,3-dimethyl-1,2,3,4-tetrahydroquinolin-6-yl)piperazine-1-carboxylate C(C)(=O)N1[C@H]([C@@H]([C@H](C2=CC(=CC=C12)N1CCN(CC1)C(=O)OC(C)(C)C)NC1=CC=C(C=C1)C(N)=O)C)C